2-(4-(3-(1-(5-chloropyrimidin-2-yl)piperidin-4-yl)propoxy)-2-fluorophenyl)-1-(1-((2S,3S,4R)-2,3,4,5-tetrahydroxypentyl)-1,6-diazaspiro[3.3]heptan-6-yl)ethan-1-one ClC=1C=NC(=NC1)N1CCC(CC1)CCCOC1=CC(=C(C=C1)CC(=O)N1CC2(CCN2C[C@@H]([C@@H]([C@@H](CO)O)O)O)C1)F